COC=1C(=NC=C(N1)B1OC(C(O1)(C)C)(C)C)C1=CC(=NS1)C 3-methoxy-2-(3-methyl-1,2-thiazol-5-yl)-5-(4,4,5,5-tetramethyl-1,3,2-dioxaborolan-2-yl)pyrazine